tert-butyl (1S,5R,6R,7R)-7-((6-chloropyridazin-3-yl)(methyl)amino)-6-fluoro-3-oxa-9-azabicyclo[3.3.1]nonane-9-carboxylate ClC1=CC=C(N=N1)N([C@H]1[C@H]([C@H]2COC[C@H](C1)N2C(=O)OC(C)(C)C)F)C